tert-butyl 3-acetamido-3-methylazetidine-1-carboxylate C(C)(=O)NC1(CN(C1)C(=O)OC(C)(C)C)C